dimethyl-phenylmethoxysilane C[SiH](OCC1=CC=CC=C1)C